N-(2-(4-((2-(2,6-dioxopiperidin-3-yl)-1,3-dioxoisoindoline-5-yl)methyl)piperazine-1-yl)ethyl)-4,9-dioxo-4,9-dihydronaphtho[2,3-b]furan-2-carboxamide O=C1NC(CCC1N1C(C2=CC=C(C=C2C1=O)CN1CCN(CC1)CCNC(=O)C1=CC2=C(O1)C(C1=CC=CC=C1C2=O)=O)=O)=O